ClC1=CNC(=C1)NC(COC1=CC=CC=C1)=O 3-Chloro-5-(2-phenoxyacetamido)-1H-pyrrol